methyl (E)-2-[2-(5-bromo-pyridin-2-yloxymethyl)phenyl]-3-methoxyacrylate BrC=1C=CC(=NC1)OCC1=C(C=CC=C1)/C(/C(=O)OC)=C\OC